4-bromo-5-(4-fluoro-3-methoxy-phenyl)-1,3-dimethyl-pyrazol BrC=1C(=NN(C1C1=CC(=C(C=C1)F)OC)C)C